ClC=1C=C(C=CC1Cl)CCNCC1=C(N=C2SC=CN21)C2=CC(=C(C=C2)OC)OC 2-(3,4-dichlorophenyl)-N-((6-(3,4-dimethoxyphenyl)imidazo[2,1-b]thiazol-5-yl)methyl)ethan-1-amine